4-(8-isopropyl-3,8-diazabicyclo[3.2.1]oct-3-yl)-3-Methylaniline C(C)(C)N1C2CN(CC1CC2)C2=C(C=C(N)C=C2)C